CC=1N(C(=CC1)C)C1=CC(=NC=2N(C(C(NC21)=O)=O)C2=CC=C(C=C2)OC)OCC(F)(F)F 8-(2,5-dimethyl-1H-pyrrol-1-yl)-4-(4-methoxyphenyl)-6-(2,2,2-trifluoroethoxy)-1H,2H,3H,4H-pyridopyrazine-2,3-dione